1-(6-fluoro-4-phenyl-3,4-dihydroquinoxaline-1(2H)-yl)-3-(4-methylpiperazin-1-yl)propan-1-one FC=1C=C2N(CCN(C2=CC1)C(CCN1CCN(CC1)C)=O)C1=CC=CC=C1